1-[4-(1,3-benzoxazol-2-yloxy)phenyl]-3-methylpentan-3-ol O1C(=NC2=C1C=CC=C2)OC2=CC=C(C=C2)CCC(CC)(O)C